2-((3-(2-chloro-3-(1,4-benzodioxan-6-yl)anilino)isothiazolo[4,5-b]pyrazin-5-ylmethylene)amino)-3-hydroxybutyric acid ClC1=C(NC2=NSC=3C2=NC(=CN3)C=NC(C(=O)O)C(C)O)C=CC=C1C1=CC3=C(OCCO3)C=C1